6-(2-(3'-(tert-butyl)-[1,1'-biphenyl]-3-yl)-2,2-difluoroacetyl)-2-(1-phenylcyclopropyl)-3,5,6,7,8,9-hexahydro-4H-pyrimido[5,4-c]azepin-4-one C(C)(C)(C)C=1C=C(C=CC1)C1=CC(=CC=C1)C(C(=O)N1CC2=C(CCC1)N=C(NC2=O)C2(CC2)C2=CC=CC=C2)(F)F